(Z)-2-(3-(5-(2-chloro-3,3,3-trifluoroprop-1-en-1-yl)-1-methyl-1H-imidazol-2-yl)-4-(ethylsulfonyl)-1H-pyrazol-1-yl)pyrimidine Cl\C(=C/C1=CN=C(N1C)C1=NN(C=C1S(=O)(=O)CC)C1=NC=CC=N1)\C(F)(F)F